1-[(2RS)-2-methyl-2-{[(4-{3-[3-(trifluoromethyl)phenyl]-1H-pyrrolo[3,2-b]pyridin-2-yl}pyridin-3-yl)oxy]methyl}azetidin-1-yl]prop-2-en-1-one C[C@]1(N(CC1)C(C=C)=O)COC=1C=NC=CC1C1=C(C2=NC=CC=C2N1)C1=CC(=CC=C1)C(F)(F)F |r|